ClCC1OC(OC1C)=O 4-(chloromethyl)-5-methyl-1,3-dioxacyclopentan-2-one